rac-tert-butyl (1S,2S,3R,5R)-3-((6-chloropyridazin-3-yl)oxy)-2-fluoro-1,5-dimethyl-8-azabicyclo[3.2.1]octane-8-carboxylate ClC1=CC=C(N=N1)O[C@H]1[C@H]([C@@]2(CC[C@](C1)(N2C(=O)OC(C)(C)C)C)C)F |r|